[N+](=O)([O-])C1=CC=C(C=C1)S(=O)(=O)OCCOC1=CC=C(C=C1)C=1N=NC=NN1 2-(4-(1,2,4,5-Tetrazin-3-yl)phenoxy)ethyl 4-nitrobenzenesulfonate